ClC1=CC=C(C=N1)[C@H](C)NS(=O)C(C)(C)C N-((S)-1-(6-chloropyridin-3-yl)ethyl)-2-methylpropane-2-sulfinamide